O=C1CN(CCCC1C(=O)OCC)C(=O)OC(C)(C)C 1-tert-butyl 4-ethyl 3-oxo-azepane-1,4-dicarboxylate